1-(4-(((tert-butyldiphenylsilyl)oxy)-methyl)phenyl)-3-methyltetrahydropyrimidin-2(1H)-one [Si](C1=CC=CC=C1)(C1=CC=CC=C1)(C(C)(C)C)OCC1=CC=C(C=C1)N1C(N(CCC1)C)=O